7-amino-3,4-dihydro-1H-isoquinoline-2-carboxylic acid tert-butyl ester C(C)(C)(C)OC(=O)N1CC2=CC(=CC=C2CC1)N